C(C)C1=CC=C(C=C1)C(C)C1=CC=C(C=C1)CC 2,2-bis(4-ethylphenyl)ethane